diphenyl vinylphosphonate (diphenyl vinylphosphonate) C1(=CC=CC=C1)C(=CP(O)(O)=O)C1=CC=CC=C1.C(=C)P(OC1=CC=CC=C1)(OC1=CC=CC=C1)=O